CS(=O)(=O)OC(C(=O)OCC)CC1=CC=C(C=C1)OCC(C(F)F)(F)F ethyl 2-[(methanesulfonyl)oxy]-3-[4-(2,2,3,3-tetrafluoropropoxy)phenyl]propanoate